CN(C1=CC=C(C=C1)[C@H]1C[C@]2([C@H]([C@@H]3CCC4=CC(CCC4=C13)=O)CC[C@]2(C#CC)O)C)C (1S,3aS,3bS,10R,11aS)-10-[4-(dimethylamino)phenyl]-1-hydroxy-11a-methyl-1-(prop-1-yn-1-yl)-1H,2H,3H,3aH,3bH,4H,5H,7H,8H,9H,10H,11H,11aH-cyclopenta[a]phenanthren-7-one